C(CCC(C(C([2H])([2H])[2H])([2H])[2H])([2H])[2H])OC1=NSN=C1C=1CN(CCC1)C([2H])([2H])[2H] 3-((hexyl-4,4,5,5,6,6,6-d7)oxy)-4-(1-(methyl-d3)-1,2,5,6-tetrahydropyridin-3-yl)-1,2,5-thiadiazole